2-(diphenylphosphoryl)(mesityl)methanone C1(=CC=CC=C1)P(=O)(C1=CC=CC=C1)C1(C(C=C(C=C1C)C)C)C=O